ClC1=CC=C(C=C1)C1C(=C(N=C2N1C(/C(/S2)=C/C2=CC=C(C=C2)OCC(=O)N2CCOCC2)=O)C)C(=O)OC(C)C isopropyl (Z)-5-(4-chlorophenyl)-7-methyl-2-(4-(2-morpholino-2-oxoethoxy)benzylidene)-3-oxo-2,3-dihydro-5H-thiazolo[3,2-a]pyrimidine-6-carboxylate